N1N=C(C=2CCCCC12)C(=O)N 4,5,6,7-tetrahydro-1H-indazole-3-carboxamide